FC(C(=O)O)(F)F.NCC(CN1N=CN(C1=O)CC1=CC=C(S1)N1C(CC2=CC=CC(=C12)F)=O)=C(F)F [5-[[1-[2-(aminomethyl)-3,3-difluoro-allyl]-5-oxo-1,2,4-triazol-4-yl]methyl]-2-thienyl]-7-fluoro-indolin-2-one trifluoroacetate salt